2-ethoxycarbonyl-1H-pyrrolo[2,3-b]pyridine C(C)OC(=O)C1=CC=2C(=NC=CC2)N1